2-(2-((tert-butoxycarbonyl)(cyclopropylmethyl)amino)pyridine-4-yl)oxazole-4-carboxylic acid ethyl ester C(C)OC(=O)C=1N=C(OC1)C1=CC(=NC=C1)N(CC1CC1)C(=O)OC(C)(C)C